ClC=1C(=CC=C2N=CC(=NC12)C=1C=NN(C1)CC1CC(C1)O)OC1=CC2=C(N=C(N2COCC[Si](C)(C)C)C)C=C1 3-[[4-[8-Chloro-7-[2-methyl-3-(2-trimethylsilylethoxymethyl)benzimidazol-5-yl]oxy-quinoxalin-2-yl]pyrazol-1-yl]methyl]cyclobutanol